COCCNC1=C(C=C(C=C1)S(=O)(=O)NC(C1=C(C=CC=C1)OC=1C=C2C(=NC1)NC=C2)=O)S(=O)(=O)C(F)(F)F N-({4-[(2-methoxyethyl)amino]-3-[(trifluoromethyl)sulfonyl]phenyl}sulfonyl)-2-(1H-pyrrolo[2,3-b]pyridin-5-yloxy)benzamide